CO[Si](CCCNCC=C)(OC)OC N-[3-(Trimethoxysilyl)propyl]-2-propen-1-amine